8-fluoro-3-[(1R)-1-fluoro-3-methyl-3-butyl]quinoline FC=1C=CC=C2C=C(C=NC12)C(CCF)(C)C